1-[3,5-dimethyl-4-(4,4,5,5-tetramethyl-1,3,2-dioxaborolan-2-yl)phenyl]-3-(2-hydroxy-2-methyl-propyl)urea CC=1C=C(C=C(C1B1OC(C(O1)(C)C)(C)C)C)NC(=O)NCC(C)(C)O